FC(S(=O)(=O)C=1C=C(C=NC1)CC1CC2(CNC2)C1)(F)F 6-[[5-(trifluoromethylsulfonyl)-3-pyridyl]-methyl]-2-azaspiro-[3.3]heptane